1-methyl-1H-1,2,4-triazole-3-carboxylic acid methyl ester COC(=O)C1=NN(C=N1)C